(R)-N-(2-(3,5-dimethyl-1H-pyrazol-1-yl)ethyl)-N-(1-(4-fluorophenyl)ethyl)-3,3-diphenylprop-2-en-1-amine CC1=NN(C(=C1)C)CCN(CC=C(C1=CC=CC=C1)C1=CC=CC=C1)[C@H](C)C1=CC=C(C=C1)F